(4R,10bS)-2-benzyl-8-bromo-4-methyl-1,3,4,10b-tetrahydropyrazino[1,2-b]isoindol-6-one C(C1=CC=CC=C1)N1C[C@H]2N(C(C=3C=C(C=CC23)Br)=O)[C@@H](C1)C